ClC=1C=C(C=CC1N1C=NC(=C1)C1=NC(=NC=C1C(F)(F)F)NC1CCN(CC1)S(=O)(=O)C)N(CCN(C)C)C N1-(3-Chloro-4-(4-(2-((1-(methyl-sulfonyl)piperidin-4-yl)amino)-5-(trifluoromethyl)-pyrimidin-4-yl)-1H-imidazol-1-yl)-phenyl)-N1,N2,N2-trimethylethane-1,2-diamine